(E)-(1-(m-tolyl)ethylidene)hydrazine C1(=CC(=CC=C1)\C(\C)=N\N)C